C(C1=CC=CC=C1)[C@](CC(F)(F)F)(C)NC(=O)C=1C=NC2=C(C=CC=C2C1)F N-[(1S)-1-benzyl-3,3,3-trifluoro-1-methyl-propyl]-8-fluoroquinoline-3-carboxamide